5-[6-chloro-3-[1-[4,7-dimethyl-3-(1-methyl-4-piperidyl)-5-oxo-pyrazolo[3,4-c]isoquinolin-9-yl]ethoxy]-2-pyridyl]-N-methyl-pyridine-2-carboxamide ClC1=CC=C(C(=N1)C=1C=CC(=NC1)C(=O)NC)OC(C)C=1C=2C3=C(N(C(C2C=C(C1)C)=O)C)N(N=C3)C3CCN(CC3)C